ClC1=CC=C(C(=O)N)C=C1 para-chlorobenzamide